CC1(N(C(CCC1)(C)C)C(C(=O)[O-])(CCCCCCCC(=O)[O-])N1C(CCCC1(C)C)(C)C)C bis(2,2,6,6-tetramethyl-piperidyl)-sebacate